3,4-dihydroxy-9,10-dioxo-9,10-dihydroanthracene-2-sulfonic acid sodium salt [Na+].OC=1C(=CC=2C(C3=CC=CC=C3C(C2C1O)=O)=O)S(=O)(=O)[O-]